N-[4-[[7-[1-(Difluoromethyl)pyrazol-4-yl]-6-methyl-1,5-naphthyridin-4-yl]oxy]-3-fluorophenyl]-5-(4-fluorophenyl)-4-hydroxy-6-methylpyridine-3-carboxamide hydrochloride Cl.FC(N1N=CC(=C1)C1=C(N=C2C(=CC=NC2=C1)OC1=C(C=C(C=C1)NC(=O)C=1C=NC(=C(C1O)C1=CC=C(C=C1)F)C)F)C)F